S1C(=CC=C1)C(=O)NC=1[Se]C(=CN1)C(=O)NC1=C(C=CC=C1C)Cl 2-(thiophene-2-carboxamido)-N-(2-chloro-6-methylphenyl)-1,3-selenazole-5-carboxamide